6-chloro-7-fluoro-1-hydroxy-2-methyl-3-(4-trifluoromethoxybenzyl)-4(1H)-quinolinone ClC=1C=C2C(C(=C(N(C2=CC1F)O)C)CC1=CC=C(C=C1)OC(F)(F)F)=O